NC1=CC=C(C=C1)C1(CC(C2=CC=C(C=C12)N)(C)C)C 1-(4-aminophenyl)-1,3,3-trimethylindan-6-amine